C(N)(O[C@@H](C(=O)NCC1=CC=CC=C1)CC(C)(C)C)=O tert-butyl-(R)-(1-(benzylamino)-1-oxopropan-2-yl) carbamate